4,6-dimethyl-6-propyl-3,6-dihydro-2H-pyran CC=1CCOC(C1)(CCC)C